1,3-diallyl-2-propylimidazole acetate C(C)(=O)O.C(C=C)N1C(N(C=C1)CC=C)CCC